4-chloro-N-(3-fluoro-5-(phenylethynyl)pyridin-2-yl)-1-((tetrahydrofuran-3-yl)methyl)-1H-pyrazole-5-carboxamide ClC=1C=NN(C1C(=O)NC1=NC=C(C=C1F)C#CC1=CC=CC=C1)CC1COCC1